1,3,5-tri(t-butylperoxyisopropyl)benzene C(C)(C)(C)OOC(C)(C)C1=CC(=CC(=C1)C(C)(C)OOC(C)(C)C)C(C)(C)OOC(C)(C)C